4-(5-chloroisoindoline-2-carbonyl)-1H-1,2,3-triazole-5-carboxylic acid ClC=1C=C2CN(CC2=CC1)C(=O)C=1N=NNC1C(=O)O